N-((R)-2-((((9H-fluoren-9-yl)methoxy)carbonyl)amino)propyl)-N-(cyclopentylmethyl)-L-alanine C1=CC=CC=2C3=CC=CC=C3C(C12)COC(=O)N[C@@H](CN([C@@H](C)C(=O)O)CC1CCCC1)C